lithium methacrylate hydroxypropanesulfonate OC(CC)S(=O)(=O)[O-].C(C(=C)C)(=O)O.[Li+]